3-(5-(((3R,4R)-4-Methoxy-1-((2-(tetrahydro-2H-pyran-4-yl)quinolin-6-yl)methyl)pyrrolidin-3-yl)oxy)-1-oxoisoindolin-2-yl)piperidine-2,6-dione CO[C@H]1[C@@H](CN(C1)CC=1C=C2C=CC(=NC2=CC1)C1CCOCC1)OC=1C=C2CN(C(C2=CC1)=O)C1C(NC(CC1)=O)=O